phthalic acid mono(hydroxyethyl) ester OCCOC(C=1C(C(=O)O)=CC=CC1)=O